NC=1NC(C=2N(C(N(C2N1)[C@@H]1O[C@@H](C[C@H]1O)[C@H](C(F)(F)F)O)=O)CCCC)=O 2-Amino-7-butyl-9-((2R,3R,5S)-3-hydroxy-5-((R)-2,2,2-trifluoro-1-hydroxyethyl)tetrahydrofuran-2-yl)-7,9-dihydro-1H-purine-6,8-dione